OCCCCCCCCC(CCCCCCCCO)N(C(OCC1=CC=CC=C1)=O)CC1CCN(CC1)C benzyl N-[9-hydroxy-1-(8-hydroxyoctyl)nonyl]-N-[(1-methyl-4-piperidyl)methyl]carbamate